(1-methylcyclopropyl)(2,2,2-trifluoroacetamido)acetic acid CC1(CC1)C(C(=O)O)NC(C(F)(F)F)=O